C[N+](CCC(C)S(=O)(=O)O)(C)CC1=CC=C(C=C1)C=C N,N-dimethyl-N-(3-sulfobutyl)-4-vinyl-benzyl-ammonium